FC(C=1N=C(OC1C(=O)N1[C@@H](C2=C(CC1)NC=N2)C2=NN1C(C=C(C=C1)C(F)(F)F)=C2)C(C)(C)O)F (S)-(4-(difluoromethyl)-2-(2-hydroxypropan-2-yl)oxazol-5-yl)(4-(5-(trifluoromethyl)pyrazolo[1,5-a]pyridin-2-yl)-6,7-dihydro-1H-imidazo[4,5-c]pyridin-5(4H)-yl)methanone